Methyl (E)-2-[2-[[6-chloro-4-(trifluoromethyl)-2-pyridyl]oxy]phenyl]-3-methoxy-prop-2-enoate ClC1=CC(=CC(=N1)OC1=C(C=CC=C1)/C(/C(=O)OC)=C\OC)C(F)(F)F